N-(5-(4-(4-((4-([1,1'-biphenyl]-3-yl)-5-chloropyrimidin-2-yl)amino)piperidine-1-carbonyl)piperidin-1-yl)-5-oxopentyl)-2-((2-(2,6-dioxopiperidin-3-yl)-1-oxoisoindolin-4-yl)oxy)acetamide C1(=CC(=CC=C1)C1=NC(=NC=C1Cl)NC1CCN(CC1)C(=O)C1CCN(CC1)C(CCCCNC(COC1=C2CN(C(C2=CC=C1)=O)C1C(NC(CC1)=O)=O)=O)=O)C1=CC=CC=C1